C(C)(C)(C)[C@]1(N(C[C@@H](C1)CC1CCC2(CC2)CC1)C(=O)O[C@H](C)C=1C(=NC=CC1)Cl)C(NCC1=CC2=C(N(N=N2)C)C=C1)=O (R)-1-(2-Chloropyridin-3-yl)ethan-1-ol tert-butyl-(2S,4R)-2-[(1-methylbenzotriazol-5-yl)methylcarbamoyl]-4-(spiro[2.5]octan-6-ylmethyl)pyrrolidine-1-carboxylate